2-(benzo[d]thiazole-2-yl)-3-(4-hydroxy-3,5-dimethoxyphenyl)acrylonitrile S1C(=NC2=C1C=CC=C2)C(C#N)=CC2=CC(=C(C(=C2)OC)O)OC